((((1R,3S)-cyclohexane-1,3-diyl)bis(methylene))bis(azanediyl))bis(heptane-7,1-diyl) bis(2-hexyldecanoate) C(CCCCC)C(C(=O)OCCCCCCCNC[C@H]1C[C@H](CCC1)CNCCCCCCCOC(C(CCCCCCCC)CCCCCC)=O)CCCCCCCC